3-(trifluoromethyl-phenyl)-2,4-imidazolidinedione FC(F)(F)C1=C(C=CC=C1)N1C(NCC1=O)=O